decanoic acid pentyl ester C(CCCC)OC(CCCCCCCCC)=O